4-((4-Fluorobenzyl)amino)-2-((3-hydroxy-2,3,4,5-tetrahydro-benzo[b][1,4]oxazepin-7-yl)amino)pyrimidine-5-carboxamide FC1=CC=C(CNC2=NC(=NC=C2C(=O)N)NC2=CC3=C(OCC(CN3)O)C=C2)C=C1